1-(3-chloro-2-hydroxymethylphenyl)-3-[3-(2-aminoethylamino)-5-trifluoromethoxyphenyl]urea ClC=1C(=C(C=CC1)NC(=O)NC1=CC(=CC(=C1)OC(F)(F)F)NCCN)CO